(S)-4-((2-cyanophenyl)thio)-6-(1-(1-methyl-6-oxopiperidin-3-yl)-1H-pyrazol-4-yl)pyrazolo[1,5-a]pyridine-3-carbonitrile C(#N)C1=C(C=CC=C1)SC=1C=2N(C=C(C1)C=1C=NN(C1)[C@@H]1CN(C(CC1)=O)C)N=CC2C#N